N1-((3-((6s,9s)-3,3-dimethyl-2-oxaspiro[5.5]undecan-9-yl)-5,5-difluoro-5,6-dihydro-4H-pyrrolo-[1,2-b]pyrazol-2-yl)methyl)-N1,N2-dimethylethane-1,2-diamine CC1(OCC2(CC1)CCC(CC2)C2=C1N(N=C2CN(CCNC)C)CC(C1)(F)F)C